OC=1CC(CC1)(C(=O)OC)C(=O)[O-] methyl 3-hydroxy-3-cyclopentene-1,1-dicarboxylate